3-(But-3-yn-1-yl)imidazolidine-2,4-dione C(CC#C)N1C(NCC1=O)=O